CC=1C(=CC=C2C=3C(CCCC3N(C12)C1=NC=CC=N1)=O)[N+](=O)[O-] 8-Methyl-7-nitro-9-(2-pyrimidinyl)-1,2,3,9-tetrahydrocarbazol-4-one